The molecule is an ion of copper carrying a double positive charge. It has a role as a cofactor. It is a divalent metal cation, a copper cation and a monoatomic dication. [Cu+2]